O1C2=C(OCC1)C=C(C=C2)C2=C1CCN(C1=CC=C2)C(=O)C=2SC=1CN(CCC1N2)CC(=O)O 2-(2-(4-(2,3-dihydrobenzo[b][1,4]dioxin-6-yl)indoline-1-carbonyl)-6,7-dihydrothiazolo[5,4-c]pyridin-5(4H)-yl)acetic acid